3,4-Difluoro-1H-pyrrole FC1=CNC=C1F